morpholino Phosphate P(=O)(ON1CCOCC1)([O-])[O-]